CO[C@H]1CN2C(OC1)=C(C=N2)S(=O)(=O)N (S)-6-methoxy-6,7-dihydro-5H-pyrazolo[5,1-B][1,3]oxazine-3-sulfonamide